4-[5-({1-[(4-cyclobutylphenyl)carbamoyl]-D-prolyl}amino)-3-methylpyridin-2-yl]benzoic acid C1(CCC1)C1=CC=C(C=C1)NC(=O)N1[C@H](CCC1)C(=O)NC=1C=C(C(=NC1)C1=CC=C(C(=O)O)C=C1)C